5,9-di(mercaptoethyl)-1,12-dimercapto-3,7,10-triThiadodecane SCCC(CSCCS)CSCC(SCCS)CCS